tert-butyl ((1-(4-cyano-3-fluoro-5-methoxybenzyl)-1H-pyrazol-4-yl)methyl)(methyl)carbamate C(#N)C1=C(C=C(CN2N=CC(=C2)CN(C(OC(C)(C)C)=O)C)C=C1OC)F